[N+](=O)([O-])C=1C=C(C=CC1)COC=1C=C(OC2CCN(CC2)C(=O)OC(C)(C)C)C=CC1 tert-Butyl 4-[3-[(3-nitrophenyl)methoxy]phenoxy]piperidine-1-carboxylate